N-methoxy-4-((2-methoxybenzyl)oxy)-N-methylcyclohexane-1-carboxamide CON(C(=O)C1CCC(CC1)OCC1=C(C=CC=C1)OC)C